BrC=1C=CC=2C3=C(C(=NC2C1)OCC1N(CCC1)C)C=NC(=N3)N3CCNCC3 8-Bromo-5-((1-methylpyrrolidin-2-yl)methoxy)-2-(piperazin-1-yl)pyrimido[5,4-c]quinoline